CCN(CC)/C(=N/P(=O)(OC)F)/C The molecule is a carboxamidine that is N,N-diethylethanimidamide in which the hydrogen attached to the imino nitrogen has been replaced by a fluoro(methoxy)phosphoryl group. A toxic nerve agent developed by the former Soviet Union. It has a role as an EC 3.1.1.7 (acetylcholinesterase) inhibitor and a neurotoxin. It is an organic phosphoramidate, a fluorine molecular entity and a carboxamidine.